NC1=NC(N(C=C1F)[C@@H]1C=C[C@@H](O1)COP(=O)(OC1=CC=C(C=C1)Br)N[C@@H](C)C(=O)OC)=O methyl ((((2R,5S)-5-(4-amino-5-fluoro-2-oxopyrimidin-1(2H)-yl)-2,5-dihydrofuran-2-yl) methoxy)(4-bromophenoxy)phosphoryl)-L-alaninate